O1[C@H](COCC1)CN1N=C2C3=C(CCC2=C1)OC(=C3C(F)(F)F)C(=O)NCC=3SC=CN3 2-[(2S)-1,4-dioxan-2-ylmethyl]-N-(1,3-thiazol-2-ylmethyl)-8-(trifluoromethyl)-4,5-dihydro-2H-furo[2,3-g]indazole-7-carboxamide